(3R,5'S)-5-chloro-1'-((S)-2-(4,6-difluoro-N-(methyl-d3)-1H-indole-2-carboxamido)-4-fluoro-4-methylpentanoyl)-2-oxospiro[indoline-3,3'-pyrrolidine]-5'-carboxamide ClC=1C=C2C(=CC1)NC([C@@]21CN([C@@H](C1)C(=O)N)C([C@H](CC(C)(C)F)N(C(=O)C=1NC2=CC(=CC(=C2C1)F)F)C([2H])([2H])[2H])=O)=O